O=C1NC(CCC1N1C(C2=CC=CC(=C2C1)C=1CC(CC1)C=1C(=NC=CC1)C(=O)N)=O)=O (3-(2-(2,6-dioxopiperidin-3-yl)-1-oxoisoindolin-4-yl)cyclopent-3-en-1-yl)picolinamide